2-methyl-2-propylpropan-1,3-diol CC(CO)(CO)CCC